4-chloro-6-ethylthieno[3,2-d]pyrimidine ClC=1C2=C(N=CN1)C=C(S2)CC